O=C1CC2(NC3=CC=CC=C13)CCN(CC2)C(=O)N 4'-oxo-3',4'-dihydro-1'h-spiro[piperidine-4,2'-quinoline]-1-carboxamide